6-chloro-3-(phenylamino)-9-tosyl-9H-carbazol-1-ol ClC=1C=C2C=3C=C(C=C(C3N(C2=CC1)S(=O)(=O)C1=CC=C(C)C=C1)O)NC1=CC=CC=C1